FC1=C(OCC([C@@H](C[C@H]2C(NCC2)=O)NC(=O)[C@@H]2[C@H]3C([C@H]3CN2C([C@@H](NC(C(F)(F)F)=O)C(C)C)=O)(C)C)=O)C=CC(=C1)F (1R,2S,5S)-N-{(2R)-4-(2,4-difluorophenoxy)-3-oxo-1-[(3S)-2-oxopyrrolidin-3-yl]butan-2-yl}-6,6-dimethyl-3-[N-(trifluoroacetyl)-L-valyl]-3-azabicyclo[3.1.0]hexane-2-carboxamide